C(C)(C)(C)OC(CC1=C(C(=C(C=C1C1=CC(=NC=C1)F)COC)F)C(C)C)=O 2-(3-fluoro-6-(2-fluoropyridin-4-yl)-2-isopropyl-4-(methoxymethyl)phenyl)acetic acid tert-butyl ester